NC=CCN 1-amino-3-aminopropene